(3S)-1-[3-({9-chloro-7-methoxy-1H,2H,3H-cyclopenta[b]quinolin-6-yl}oxy)propyl]-3-methoxypyrrolidine ClC1=C2C(=NC=3C=C(C(=CC13)OC)OCCCN1C[C@H](CC1)OC)CCC2